Cl.C1N(CC12CNC2)C2=CC=C(C=N2)C2=C1C=NC=NC1=CC(=C2)C=2C=NN(C2)C 5-(6-(2,6-Diazaspiro[3.3]heptan-2-yl)pyridin-3-yl)-7-(1-methyl-1H-pyrazol-4-yl)quinazoline hydrochloride